cysteine, fluoride N[C@@H](CS)C(=O)F